C(C)(C)(C)OC(=O)N1CC=2C=C3C(=CC2CC1)C(N(C3=O)C3C(NC(CC3)=O)=O)=O.[N+](=O)([O-])C3=CC=C(C=C3)C=3C1=CC=CC=C1C=C1C=CC=CC31 9-(4'-nitrophenyl)anthracene tert-butyl-2-(2,6-dioxopiperidin-3-yl)-1,3-dioxo-1,2,3,5,7,8-hexahydro-6H-pyrrolo[3,4-g]isoquinoline-6-carboxylate